1-(2-bromo-ethyl)-4-methylbenzene BrCCC1=CC=C(C=C1)C